C(C)(=O)OCCCCCCCCC Acetic acid, nonyl ester